COC(=O)C12CC(C(CC1)(CC2)C(=O)O)=O 4-(methoxycarbonyl)-2-oxo-bicyclo[2.2.2]octane-1-carboxylic acid